NN1CCC(C1)F amino-4-fluoropyrrolidin